CC(=O)C1=C(C=C(C=C1)OCC2=CC=CC=C2)OCC3=CC=CC=C3 2,4-dibenzyloxyacetophenone